(2-(1-(4-oxo-3,4-dihydro-phthalazin-1-yl)piperidin-4-yl)ethyl)sulfonamide trifluoroacetate salt FC(C(=O)O)(F)F.O=C1NN=C(C2=CC=CC=C12)N1CCC(CC1)CCS(=O)(=O)N